(1r,4r)-N1-(4-(6-((6-Methoxypyridin-3-yl)amino)imidazo[1,2-a]pyridin-3-yl)-5-methylpyrimidin-2-yl)cyclohexane-1,4-diamine COC1=CC=C(C=N1)NC=1C=CC=2N(C1)C(=CN2)C2=NC(=NC=C2C)NC2CCC(CC2)N